3-ketotetrahydrofuran O=C1COCC1